3-chloro-4-((3,5-difluoropyridin-2-yl)methoxy)-2'-(4-(2-Hydroxypropan-2-yl)thiazol-2-yl)-5',6-dimethyl-2H-[1,4'-bipyridyl]-2-one ClC=1C(N(C(=CC1OCC1=NC=C(C=C1F)F)C)C1=CC(=NC=C1C)C=1SC=C(N1)C(C)(C)O)=O